(E)-3-(4-(((1-(4-(4-cyano-3-fluorophenyl)-5-(3-fluoro-4-methoxyphenyl)-1-methyl-6-oxo-1,6-dihydropyrimidin-2-yl)piperidin-4-yl)amino)methyl)phenyl)-N-hydroxyacrylamide formate C(=O)O.C(#N)C1=C(C=C(C=C1)C=1N=C(N(C(C1C1=CC(=C(C=C1)OC)F)=O)C)N1CCC(CC1)NCC1=CC=C(C=C1)/C=C/C(=O)NO)F